Propyleneglycol tricaprylate C(CCCCCCC)(=O)O.C(CCCCCCC)(=O)O.C(CCCCCCC)(=O)O.C(C(C)O)O